C(C)OC=1C=C(C=CC1S(NC1=CC(=CC=C1)OC(F)(F)F)(=O)=O)NC([C@H]([C@H](CC)C)O)=O (2S,3S)-N-(3-ethoxy-4-(N-(3-(trifluoromethoxy)phenyl)sulfamoyl)phenyl)-2-hydroxy-3-methylpentanamide